2-methyl-6-(3-tetrahydropyran-4-yl-1H-pyrazol-4-yl)pyridine CC1=NC(=CC=C1)C=1C(=NNC1)C1CCOCC1